FC(N1C(C2=C(C(=C1)C=1C=C3C=CC(=NC3=CC1)C1=CC=C(C=C1)OCCN1[C@@H](C(N(CC1)C)=O)C)C=CN2S(=O)(=O)C2=CC=C(C)C=C2)=O)F (R)-6-(difluoromethyl)-4-{2-[4-(2-(2,4-dimethyl-3-oxopiperazin-1-yl)ethoxy)phenyl]quinolin-6-yl}-1-tosyl-1H-pyrrolo[2,3-c]pyridin-7(6H)-one